silane compound with fluorine [F].[SiH4]